NC1=C2C(N(C(C2=CC(=C1)Br)=O)CC1=CC=C(C=C1)OC)=O 4-amino-6-bromo-2-(4-methoxybenzyl)isoindoline-1,3-dione